C1(=CC=CC=C1)S(=O)(=O)NC=1C=C(C=CC1)/C=C/[C@@H](CCOC1=C(C=CC=C1F)CCC(=O)O)O 3-[2-[(E,3R)-5-[3-(Benzenesulfonamido)phenyl]-3-hydroxypent-4-enoxy]-3-fluorophenyl]propanoic acid